(R)-hexahydro-1'H-spiro[azetidine-3,4'-pyrrolo[1,2-a]pyrazine]-1-carboxylic acid tert-butyl ester C(C)(C)(C)OC(=O)N1CC2(CNC[C@@H]3N2CCC3)C1